CNC1=C(C(CCC1)=O)C1=CC=CC=C1 3-(methylamino)-2-phenyl-2-cyclohexen-1-one